Cl[C@H](C(=O)N(NC([C@H](CC(C)C)NC([C@H](C(C)(C)C)NC(C(F)(F)F)=O)=O)=O)C[C@H]1C(NCC1)=O)F (S)-N-((S)-1-(2-((R)-2-chloro-2-fluoroacetyl)-2-(((S)-2-oxopyrrolidin-3-yl)methyl)hydrazinyl)-4-methyl-1-oxopentan-2-yl)-3,3-dimethyl-2-(2,2,2-trifluoroacetamido)butanamide